3-isocyanatoethyl-1-isocyanatopropane N(=C=O)CCCCCN=C=O